(S)-6-((1-Benzylpyrrolidin-3-yl)(methyl)amino)-5-chloro-N-(thiazol-4-yl)pyridine-3-sulfonamide C(C1=CC=CC=C1)N1C[C@H](CC1)N(C1=C(C=C(C=N1)S(=O)(=O)NC=1N=CSC1)Cl)C